2-(2-[18F]Fluoro-6-(piperidin-1-yl)pyridin-3-yl)-1H-indole [18F]C1=NC(=CC=C1C=1NC2=CC=CC=C2C1)N1CCCCC1